COCCNC(=O)N1CC=2CN(CC2C1)S(=O)(=O)C=1C=CC2=C(N(CCO2)C)C1 N-(2-methoxyethyl)-5-[(4-methyl-3,4-dihydro-2H-1,4-benzoxazin-6-yl)sulfonyl]-1H,2H,3H,4H,5H,6H-pyrrolo[3,4-c]pyrrole-2-carboxamide